COC=1C=C2C(=NC=NC2=CC1OC)OC1=CC=C2C=CC=C(C2=C1)NC(=O)NC1=NOC(=C1)C 1-(7-((6,7-dimethoxyquinazolin-4-yl)oxy)naphthalen-1-yl)-3-(5-methylisoxazol-3-yl)urea